C(CCCCCCCC1C(CCCCCCCC)O1)OC(=O)C1C(CC2C(C1)O2)C(=O)OCCCCCCCCC2C(CCCCCCCC)O2.C2(=CC=CC1=CC=CC=C21)N(C2=CC=C(C1=CC=C(N(C3=CC=CC=C3)C3=CC=CC4=CC=CC=C34)C=C1)C=C2)C2=CC=CC=C2 dinaphthyl-N,N'-diphenyl-benzidine di(9,10-epoxystearyl)4,5-epoxycyclohexane-1,2-dicarboxylate